3-methoxy-5-((4-methoxybenzyl)thio)pyridazine COC=1N=NC=C(C1)SCC1=CC=C(C=C1)OC